O1CCN(CC1)C1=CC(=NC=N1)NCC1C2(CN(C2)C2=CC=CC=C2)CC1 6-morpholino-N-((2-phenyl-2-azaspiro[3.3]heptan-5-yl)methyl)pyrimidin-4-amine